CN(C(C(C)NC(=O)C1=CC2=C(N3C(S2)=NC(=C3)C3=CC=C(C=C3)C(NC)=O)C=C1)=O)C N-(1-(dimethylamino)-1-oxopropan-2-yl)-2-(4-(methylcarbamoyl)phenyl)benzo[d]imidazo[2,1-b]thiazole-7-carboxamide